4-(4-(4-nitrophenyl)piperazin-1-yl)quinazoline [N+](=O)([O-])C1=CC=C(C=C1)N1CCN(CC1)C1=NC=NC2=CC=CC=C12